N1=CN=C(C2=C1NC=C2)C=2C=NN(C2)C2(CCN(CC2)C(CC2CCOCC2)=O)CC#N 2-(4-(4-(7H-pyrrolo[2,3-d]pyrimidin-4-yl)-1H-pyrazol-1-yl)-1-(2-(tetrahydro-2H-pyran-4-yl)acetyl)piperidin-4-yl)acetonitrile